BrC1=C(NC2=NC=C(C=C21)F)C2=CC=C(C=C2)F 3-bromo-5-fluoro-2-(4-fluorophenyl)-1H-pyrrolo[2,3-b]pyridine